C(C)OC(C1=CN=C(C(=C1O)Br)C(F)(F)F)=O 5-bromo-4-hydroxy-6-(trifluoromethyl)nicotinic acid ethyl ester